N1C=CC2=CC(=CC=C12)CN1CCC(CC1)C1=CN(C2=C1N=CN=C2)C2=CC=C(C=C2)F 7-(1-((1H-indol-5-yl)methyl)piperidin-4-yl)-5-(4-fluorophenyl)-5H-pyrrolo[3,2-d]pyrimidine